CN1N=CC(=C1)CCOC1=NC(=CC(=N1)N1N=C(C=C1)C=1C=C(C#N)C=CC1)N1CCOCC1 3-(1-(2-(2-(1-methyl-1H-pyrazol-4-yl)ethoxy)-6-morpholino-pyrimidin-4-yl)-1H-pyrazol-3-yl)benzonitrile